4-(3-((5-Chloro-2-((3-methyl-1-(1-methylpiperidin-4-yl)-1H-pyrazol-4-yl)amino)pyrimidin-4-yl)amino)propyl)-1-methyl-1,4-diazepan-5-on ClC=1C(=NC(=NC1)NC=1C(=NN(C1)C1CCN(CC1)C)C)NCCCN1CCN(CCC1=O)C